[2-methyl-3-(2-trimethylsilylethoxymethyl)benzimidazol-5-yl]boronic acid CC=1N(C2=C(N1)C=CC(=C2)B(O)O)COCC[Si](C)(C)C